(S)-2-Amino-3-(2H-indazol-3-yl)propanoic acid N[C@H](C(=O)O)CC=1NN=C2C=CC=CC12